bis[2-propyl] sulfide CC(C)SC(C)C